BrC1=CC(=C(C(=O)NC2=NC(=CC(=C2)C)N2C[C@@H](OCC2)C)C=C1)N1CCC2(CC2)CC1 (S)-4-Bromo-N-(4-methyl-6-(2-methylmorpholino)pyridin-2-yl)-2-(6-azaspiro[2.5]octan-6-yl)benzamide